[Na].C1(=CC=C(C=C1)OCC1OC1)OCC1OC1 2'-[1,4-phenylenebis(oxymethylene)]bisoxirane sodium